7-(4-(Trifluoromethyl)phenoxy)-2,3-dihydrobenzo[b][1,4]dioxin-5-amine hydrochloride Cl.FC(C1=CC=C(OC=2C=C(C3=C(OCCO3)C2)N)C=C1)(F)F